3',5'-di-(tert-butyl)-3-chloro-4-formyl-[1,1'-biphenyl] C(C)(C)(C)C=1C=C(C=C(C1)C(C)(C)C)C1=CC(=C(C=C1)C=O)Cl